Natrium dihydrogenphosphat Monohydrat O.P(=O)(O)(O)[O-].[Na+]